BrCCCCCCCC(=O)O 8-Bromooctanoic acid